C=CC1=CC=C(C=C1)COC2=CC=C(C=C2)C3(C4=C(C=CC(=C4)N(C5=CC=CC=C5)C6=CC=CC7=CC=CC=C76)C8=C3C=C(C=C8)N(C9=CC=CC=C9)C1=CC=CC2=CC=CC=C21)C1=CC=C(C=C1)OCC1=CC=C(C=C1)C=C 9,9-Bis[4-[(4-ethenylphenyl)methoxy]phenyl]-N2,N7-di-1-naphthalenyl-N2,N7-diphenyl-9H-Fluorene-2,7-diamine